IC1=CC(=NC=C1)N1C2CC(C1)(C2)CO (2-(4-iodopyridin-2-yl)-2-azabicyclo[2.1.1]hexan-4-yl)methanol